4,6-Bis(3,5-di(pyridin-4-yl)phenyl)-2-METHYLPYRIMIDINE N1=CC=C(C=C1)C=1C=C(C=C(C1)C1=CC=NC=C1)C1=NC(=NC(=C1)C1=CC(=CC(=C1)C1=CC=NC=C1)C1=CC=NC=C1)C